IC1=CC(=C(C(=O)O)C=C1)N1CC(CCC1)CCNC1=NC(=CC=C1)[N+](=O)[O-] 4-iodo-2-(3-(2-((6-nitropyridin-2-yl)amino)ethyl)piperidin-1-yl)benzoic acid